ClC1=CC(=C(C=C1OCC(C1=CC=CC=C1)=O)N1C(C2=CC=CC=C2C1=O)=O)F 2-(4-chloro-2-fluoro-5-(2-oxo-2-phenylethoxy)phenyl)isoindoline-1,3-dione